COC(C1=C(C(=CC=C1I)Br)F)=O Methyl-3-bromo-2-fluoro-6-iodobenzoate